[2H]C([2H])([2H])C([2H])([2H])C([2H])([2H])C([2H])([2H])C([2H])([2H])C([2H])([2H])C([2H])([2H])C([2H])([2H])/C=C\CCCCCCCC(=O)O oleic acid-d17